C=1C2=CN3C(N=C2C=CC1)=CC=CC3 pyrido[2,1-b]quinazoline